(S)-(4-(4-(difluoromethyl)pyrazolo[1,5-a]pyridin-2-yl)-6,7-dihydro-1H-imidazo[4,5-c]pyridin-5(4H)-yl)(5-(6-methylpyridin-2-yl)-1,3,4-oxadiazol-2-yl)methanone FC(C=1C=2N(C=CC1)N=C(C2)[C@H]2N(CCC1=C2N=CN1)C(=O)C=1OC(=NN1)C1=NC(=CC=C1)C)F